N1(CCCC1)CCCN 3-pyrrolidin-1-ylpropan-1-amine